COC=1C=C(C=CC1OC)C=1N=C2N(C=C(C=C2C)C2CCN(CC2)C2CCN(CC2)C(C)C)C1 2-(3,4-dimethoxyphenyl)-6-(1'-isopropyl-[1,4'-bipiperidin]-4-yl)-8-methylimidazo[1,2-a]pyridine